3-{4-amino-3-[(5-fluoropyridin-2-yl)methoxy]phenyl}-1-tert-butyl-5-[(pyrazin-2-yl)amino]-1H-pyrazole-4-carboxamide NC1=C(C=C(C=C1)C1=NN(C(=C1C(=O)N)NC1=NC=CN=C1)C(C)(C)C)OCC1=NC=C(C=C1)F